CC1=CC(=NN1)NC1=NC(=NC2=CC(=CC=C12)C1=NC=CC=C1)NC1CC2CCC(C1)N2CCC#N 3-((3-exo)-3-((4-((5-methyl-1H-pyrazol-3-yl)amino)-7-(pyridin-2-yl)quinazolin-2-yl)amino)-8-azabicyclo[3.2.1]octan-8-yl)propionitrile